3-([1,1':3',1''-terphenyl]-2'-yl-2,2'',3,3'',4,4'',5,5'',6,6''-d10)-1-(3-((9-(4-(tert-butyl)pyrimidin-2-yl)-9H-carbazol-2-yl)oxy)phenyl)-1H-benzo[d]imidazol-3-ium chloride [Cl-].C1(=C(C(=C(C(=C1[2H])[2H])[2H])[2H])[2H])C1=C(C(=CC=C1)C1=C(C(=C(C(=C1[2H])[2H])[2H])[2H])[2H])[N+]1=CN(C2=C1C=CC=C2)C2=CC(=CC=C2)OC2=CC=1N(C3=CC=CC=C3C1C=C2)C2=NC=CC(=N2)C(C)(C)C